8-Cyclohexyl-2-((4-(4-methylpiperazin-1-yl)phenyl)amino)-5-((triisopropylsilyl)ethynyl)pyrido[2,3-d]pyrimidin-7(8H)-one C1(CCCCC1)N1C(C=C(C2=C1N=C(N=C2)NC2=CC=C(C=C2)N2CCN(CC2)C)C#C[Si](C(C)C)(C(C)C)C(C)C)=O